1-(4-(3-(4-chlorophenyl)-1H-pyrrolo[2,3-b]pyridin-5-yl)benzyl)piperidin-3-ol ClC1=CC=C(C=C1)C1=CNC2=NC=C(C=C21)C2=CC=C(CN1CC(CCC1)O)C=C2